N-(5-(3-chlorobenzyl)pyridin-2-yl)-1-methyl-5-oxo-4,5-dihydro-1H-pyrazole-3-carboxamide ClC=1C=C(CC=2C=CC(=NC2)NC(=O)C2=NN(C(C2)=O)C)C=CC1